C1(=CC=CC=C1)C1=NC(=CC(=N1)C1=CC=CC=C1)C1=CC=C(C=C1)C1=CC=C(C=C1)B1OC(C(O1)(C)C)(C)C 2,4-diphenyl-6-(4'-(4,4,5,5-tetramethyl-1,3,2-dioxaborolan-2-yl)-[1,1'-biphenyl]-4-yl)pyrimidine